N6,N12-bis(3,4-dimethyl-phenyl)-N6,N12-dimethyl-chrysene-6,12-diamine CC=1C=C(C=CC1C)N(C=1C=C2C=3C=CC=CC3C(=CC2=C2C=CC=CC12)N(C)C1=CC(=C(C=C1)C)C)C